C(CCC)NC[C@H](O)C1=C(C=CC=C1)F (R)-2-(butylamino)-1-(2-fluorophenyl)ethan-1-ol